[Rh].N1[C@@H](CCC1)C(=O)O proline rhodium